ClCN1OC(=NC1C1=CC(=CC(=C1)F)Br)CCl chloromethyl-3-(3-bromo-5-fluorophenyl)-5-(chloromethyl)-1,2,4-oxadiazole